(R)-2-Chloro-4-(8-(4-(2-(4-(3-(2,4-dioxotetrahydropyrimidin-1(2H)-yl)phenyl)piperazin-1-yl)-7-azaspiro[3.5]nonane-7-carbonyl)phenyl)-3-methyl-2,8-diazaspiro[4.5]decan-2-yl)benzonitrile ClC1=C(C#N)C=CC(=C1)N1CC2(C[C@H]1C)CCN(CC2)C2=CC=C(C=C2)C(=O)N2CCC1(CC(C1)N1CCN(CC1)C1=CC(=CC=C1)N1C(NC(CC1)=O)=O)CC2